N12NCCCCC2=C(CCC1)CCCCCCCC(=O)O.C(C)(C)S(=O)(=O)N=C1CC=C(NC=2C(=NC(=C(N2)NC)C=2C3=C(C=NC2)N(C=N3)C)C(=O)N)C=C1 rel-(S)-3-[4-(isopropylsulfonylimino)anilino]-5-(methylamino)-6-(3-methylimidazo[4,5-c]pyridin-7-yl)pyrazine-2-carboxamide 8-diazabicyclo[5.4.0]undec-7-ene-octanoate